methyl 2-(2-bromo-5-fluorophenyl)-2-hydroxy-2-phenylacetate BrC1=C(C=C(C=C1)F)C(C(=O)OC)(C1=CC=CC=C1)O